6-(cyclopropanecarboxamido)-4-((2-methoxy-4'-(methyl((1-methyl-2-oxo-1,2-dihydropyridin-3-yl)methyl)carbamoyl)-[1,1'-biphenyl]-3-yl)amino)-N-methylpyridazine-3-carboxamide C1(CC1)C(=O)NC1=CC(=C(N=N1)C(=O)NC)NC=1C(=C(C=CC1)C1=CC=C(C=C1)C(N(CC=1C(N(C=CC1)C)=O)C)=O)OC